N-(3-Cyano-4-methyl-1H-indol-7-yl)-1-[(1S)-2,2-difluoro-1-(hydroxymethyl)ethyl]pyrazol-4-sulfonamid C(#N)C1=CNC2=C(C=CC(=C12)C)NS(=O)(=O)C=1C=NN(C1)[C@H](C(F)F)CO